FC1CC(C1)C(=O)N[C@H](C)C1CCC(CC1)C1=CC=NC2=CC=C(C=C12)F (1r,3R)-3-fluoro-N-((R)-1-((1s,4S)-4-(6-fluoroquinolin-4-yl)cyclohexyl)ethyl)cyclobutanecarboxamide